OC(C)(C)C12CN(C(C1)C2)C2=CC(=CN=N2)N2N=CC1=CC=C(C=C21)[C@]2(CC21CC1)C#N |o1:25| (R or S)-1-(1-(6-(4-(2-hydroxypropan-2-yl)-2-azabicyclo[2.1.1]hexan-2-yl)pyridazin-4-yl)-1H-indazol-6-yl)spiro[2.2]pentane-1-carbonitrile